OC=1C(=NC=CC1NC1=C(C(C1=O)=O)N[C@@H](C#CC)C1(CCCC1)C)C(=O)N(C)C (R)-3-hydroxy-N,N-dimethyl-4-((2-((1-(1-methylcyclopentyl)but-2-yn-1-yl)amino)-3,4-dioxocyclobut-1-en-1-yl)amino)picolinamide